[Ca+2].[PH2](=O)[O-].[Na+].[PH2](=O)[O-].[PH2](=O)[O-] sodium hypophosphite, Calcium salt